CC1=C(OC(C(=O)O)(C)C)C=C(C(=C1)CN1CCN(CC1)CC1=CC=C(C=C1)C(F)(F)F)C 2-(2,5-dimethyl-4-((4-(4-(trifluoromethyl)benzyl)piperazin-1-yl)methyl)phenoxy)-2-methylpropanoic acid